3-(1-(3-Bromophenyl)piperidin-2-yl)-1-phenyl-1H-pyrrole-2,5-dione BrC=1C=C(C=CC1)N1C(CCCC1)C=1C(N(C(C1)=O)C1=CC=CC=C1)=O